C[C@@H]1N(CC1)C=1N=C(C2=C(N1)CCC2)C=2C=C(C=CC2)C2(CC2)C(=O)O 1-[3-[2-[(2S)-2-methylazetidin-1-yl]-6,7-dihydro-5H-cyclopenta[d]pyrimidin-4-yl]phenyl]cyclopropanecarboxylic acid